C(C)(C)(C)OC(=O)N1CCC(CC1)C1=CC(=NO1)C(=O)OCC ethyl 5-(1-(tert-butoxycarbonyl)piperidin-4-yl)isoxazole-3-carboxylate